[Si](C)(C)(C(C)(C)C)OC1=CC=C(OCC2=C(C=C(C=C2F)N2N=C(N=C2)N)F)C=C1 1-(4-((4-((tert-butyldimethylsilyl)oxy)phenoxy)methyl)-3,5-difluorophenyl)-1H-1,2,4-triazol-3-amine